(4R,6R,7R)-6-methyl-4-[N-methyl-N'-(oxan-4-yl)hydrazine-carbonyl]-6,11-diazatetracyclo[7.6.1.02,7.012,16]hexadeca-1(16),2,9,12,14-pentaen-6-ium C[NH+]1C[C@@H](C=C2C=3C=CC=C4NC=C(C[C@@H]12)C34)C(=O)N(NC3CCOCC3)C